4-bromo-1-(bromomethyl)-2-nitrobenzene BrC1=CC(=C(C=C1)CBr)[N+](=O)[O-]